3,4-Difluoropyrrolidine hydrochloride Cl.FC1CNCC1F